ethyl-3-(4-{2-[2-(2-ethoxyethoxy)ethoxy]ethoxy}phenyl)-2-(1,4,7,10-tetraazacyclododecan-1-yl)propanoate C(C)OC(C(CC1=CC=C(C=C1)OCCOCCOCCOCC)N1CCNCCNCCNCC1)=O